(amidino)-[homomorpholinamide] C(N)(=N)C1N(CCCOC1)C(=O)N